N-(6,7-dichloro-10-(1H-pyrazol-4-yl)-1,2,3,4-tetrahydropyrazino[1,2-a]indol-9-yl)-2-hydroxyacetamide hydrochloride Cl.ClC1=C(C=C(C=2C(=C3N(C12)CCNC3)C=3C=NNC3)NC(CO)=O)Cl